CC1([C@H]2CC[C@]13CS(=O)(=O)N4C3(C2)O4)C (1S)-(+)-(10-camphorsulfonyl)-oxaziridine